ClC=1C=CC(=C(C(=O)NCCC2=CC=C(C=C2)S(=O)(=O)N)C1)OC 4-[2-(5-chloro-2-methoxybenzamido)ethyl]benzenesulfonamide